tert-butyl 3-(((benzyloxy)carbonyl)amino)-4-hydroxypyrrolidine-1-carboxylate C(C1=CC=CC=C1)OC(=O)NC1CN(CC1O)C(=O)OC(C)(C)C